CC(CCC)C(C(C(C(=O)[O-])(C(C)CCC)C(C)CCC)(O)C(=O)[O-])C(=O)[O-] Tri(2-pentyl)citrat